7-((tetrahydrofuran-3-yl)oxy)quinazolin-4-amine O1CC(CC1)OC1=CC=C2C(=NC=NC2=C1)N